FC=1N=CC=2C=3C=CC(=C(NS(C4=C(C(=CC(C(OCCC2C1)=O)=C4)F)OC)(=O)=O)C3)OC 5,14-Difluoro-15,20-dimethoxy-17,17-dioxo-10-oxa-17λ6-thia-4,18-diazatetracyclo[17.3.1.112,16.02,7]tetracosa-1(23),2(7),3,5,12(24),13,15,19,21-nonaen-11-one